N-(2-chloro-3-(3'-chloro-6-methoxy-5-(((((S)-5-oxopyrrolidin-2-yl)methyl)amino)methyl)-[2,4'-bipyridin]-2'-yl)phenyl)-5-(((S)-3-hydroxypyrrolidin-1-yl)methyl)thiazole-2-carboxamide ClC1=C(C=CC=C1C1=NC=CC(=C1Cl)C1=NC(=C(C=C1)CNC[C@H]1NC(CC1)=O)OC)NC(=O)C=1SC(=CN1)CN1C[C@H](CC1)O